N1-((R)-3-amino-2-hydroxypropyl)-4-(4-(2-hydroxyethyl)-3-methylpiperazin-1-yl)-3-(2H-tetrazol-5-yl)benzene-1,2-disulfonamide bis(2,2,2-trifluoroacetate) salt FC(C(=O)O)(F)F.FC(C(=O)O)(F)F.NC[C@H](CNS(=O)(=O)C=1C(=C(C(=CC1)N1CC(N(CC1)CCO)C)C=1N=NNN1)S(=O)(=O)N)O